3-pyrrolepropionate N1C=C(C=C1)CCC(=O)[O-]